C(C)C=1C=NC=CC1N(C)C 3-ethyl-4-(dimethylamino)pyridine